N-(4-Carboxy-2,5-dihydroxybenzoyl)4-carboxy-2,5-dihydroxybenzamid C(=O)(O)C1=CC(=C(C(=O)NC(C2=C(C=C(C(=C2)O)C(=O)O)O)=O)C=C1O)O